(2-amino-5-(1-methyl-1H-pyrazol-4-yl)phenyl)dimethyl-phosphine oxide NC1=C(C=C(C=C1)C=1C=NN(C1)C)P(C)(C)=O